NC([C@H](CC1C(NC2=CC=CC=C12)=O)NC(OCC1=CC=CC=C1)=O)=O benzyl N-[(1S)-2-amino-2-oxo-1-[(2-oxoindolin-3-yl)methyl]ethyl]carbamate